C(C)(=O)OC(C(C)(C)C)CC 3-acetoxy-2,2-dimethyl-pentane